ClC1=C2C(=C(N=N1)NC1CC(OCC1)(C)C)C=NC=C2 1-chloro-N-(2,2-dimethyloxan-4-yl)pyrido[3,4-d]pyridazin-4-amine